FC(C(C(F)(F)F)OC(=O)N1CCC2(CN(C2)CC=2C=C(C=C(C2)C(F)(F)F)N2CC(OCC2)C(=O)O)CC1)(F)F 4-(3-((7-(((1,1,1,3,3,3-Hexafluoropropan-2-yl)oxy)carbonyl)-2,7-diazaspiro[3.5]nonan-2-yl)methyl)-5-(trifluoromethyl)phenyl)morpholine-2-carboxylic acid